C(C)(C)(C)OC([C@H](C(C)C)N(C(=O)[C@@H]1CN(CC1)C(=O)OC)C)=O methyl (S)-3-(((S)-1-(tert-butoxy)-3-methyl-1-oxobutan-2-yl)(methyl)carbamoyl)pyrrolidine-1-carboxylate